NC(C(=O)[O-])CCCC aminohexanoic acid anion